COC1=NC(=C(C2=C1N=C(S2)[NH-])C2=CC=CC=C2)C (4-methoxy-6-methyl-7-phenyl-thiazolo[4,5-c]pyridin-2-yl)-amid